C12[C@H](CC(CC1)O2)CN2C[C@@H]1[C@H](C2)CC(C1)NC=1N=NC(=CC1C(F)(F)F)C1=C(C=CC(=C1)F)C (3aR,5s,6aS)-2-(((2R)-7-oxabicyclo[2.2.1]heptan-2-yl)methyl)-N-(6-(5-fluoro-2-methylphenyl)-4-(trifluoromethyl)pyridazin-3-yl)octahydro-cyclopenta[c]pyrrol-5-amine